5-ethyl-1-methyl-5-(6-(trifluoromethyl)pyridin-3-yl)piperidine-2,4-dione C(C)C1(C(CC(N(C1)C)=O)=O)C=1C=NC(=CC1)C(F)(F)F